ClC1=CC(=NC(=C1C(=O)O)N(C1CCOCC1)C)Cl 4,6-dichloro-2-(methyl-(tetrahydro-2H-pyran-4-yl)amino)nicotinic acid